(2S)-2-((2-((5-methoxy-7,7-dimethyl-5,7-dihydrofuro[3,4-b]pyridin-2-yl)amino)-5-(3-(pyridin-4-yl)-1,2,4-oxadiazol-5-yl)pyridin-4-yl)amino)-2-phenylethan-1-ol COC1OC(C2=NC(=CC=C21)NC2=NC=C(C(=C2)N[C@H](CO)C2=CC=CC=C2)C2=NC(=NO2)C2=CC=NC=C2)(C)C